C(=O)O.CC1=CC(=NC=C1C(F)(F)F)N 4-methyl-5-(trifluoromethyl)pyridin-2-amine formic acid salt